1-((2-((4-(4-((4-chloro-2-fluorobenzyl)oxy)-5-fluoropyrimidin-2-yl)piperidin-1-yl)methyl)-5-(5-(trifluoromethyl)-4H-1,2,4-triazol-3-yl)pyridin-3-yl)methyl)cyclopropane-1-carbonitrile ClC1=CC(=C(COC2=NC(=NC=C2F)C2CCN(CC2)CC2=NC=C(C=C2CC2(CC2)C#N)C2=NN=C(N2)C(F)(F)F)C=C1)F